6-(6-bromo-3-ethylsulfonyl-pyrazolo[1,5-a]pyridin-2-yl)-2,2-difluoro-5H-[1,3]dioxolo[4,5-f]isoindol-7-one BrC=1C=CC=2N(C1)N=C(C2S(=O)(=O)CC)N2CC=1C=C3C(=CC1C2=O)OC(O3)(F)F